OCC1CCC(CC1)C=1OC2=C(N1)C=C(C(=C2)NC(C2=NC(=CC=C2)C(F)(F)F)=O)C(C)(C)O 2-N-(2-((1r,4r)-4-(hydroxymethyl)cyclohexyl)-5-(2-hydroxypropan-2-yl)benzo[d]oxazol-6-yl)-6-(trifluoromethyl)picolinamide